CC1(CCC1)N(C(OC(C)(C)C)=O)CC=1C=C2C(NCC2=C(C1)C(F)(F)F)=O tert-butyl (1-methylcyclobutyl)-((3-oxo-7-(trifluoromethyl)isoindolin-5-yl)methyl)carbamate